CC1(CCN(CC1)C=1N=C2N(C(C1)=O)C=CC=C2C(C)O)C 2-(4,4-dimethylpiperidin-1-yl)-9-(1-hydroxyethyl)-4H-pyrido[1,2-a]pyrimidin-4-one